4-methoxy-7-(1-methyl-6-oxo-1,6-dihydropyridin-3-yl)-N-(3-(methylamino)-3-oxopropyl)-N-(1-(oxazol-5-yl)ethyl)benzo[b]thiophene-2-carboxamide COC1=CC=C(C=2SC(=CC21)C(=O)N(C(C)C2=CN=CO2)CCC(=O)NC)C2=CN(C(C=C2)=O)C